1-N'-[2,5-difluoro-4-[2-(1-methylpyrazol-4-yl)pyridin-4-yl]Oxyphenyl]-1-N'-phenylcyclopropane-1,1-dicarboxamide FC1=C(C=C(C(=C1)OC1=CC(=NC=C1)C=1C=NN(C1)C)F)N(C(=O)C1(CC1)C(=O)N)C1=CC=CC=C1